4-bromo-N-[(2R)-2-[(tert-butyldimethylsilyl)oxy]propyl]-N-methylbenzamide BrC1=CC=C(C(=O)N(C)C[C@@H](C)O[Si](C)(C)C(C)(C)C)C=C1